1-oxo-3-(trifluoromethyl)-8-azaspiro[4.5]decane-8-carboxylic acid benzyl ester C(C1=CC=CC=C1)OC(=O)N1CCC2(CC(CC2=O)C(F)(F)F)CC1